FC1=C(C=CC(=C1)C1N(CCN2C1=NS(CC2)(=O)=O)C(=O)OC(C)(C)C)C2=CC=CC=C2 tert-butyl 9-(2-fluorobiphenyl-4-yl)-3,4,6,7-tetrahydropyrazino[2,1-c][1,2,4]thiadiazine-8(9H)-carboxylate 2,2-dioxide